COC(C#CCOC(C(CCC(=O)O)=O)=O)=O 5-((4-methoxy-4-oxobut-2-yn-1-yl)oxy)-4,5-dioxopentanoic acid